methyl 4-bromo-2-(4-(difluoromethylene)piperidin-1-yl)-5-fluorobenzoate BrC1=CC(=C(C(=O)OC)C=C1F)N1CCC(CC1)=C(F)F